ClC1=CC=C(N=N1)C1=NOC(=N1)C1CCC(CC1)CNC(C1=CC(=C(C(=C1)F)OCC1=CC=C(C=C1)OC)F)=O N-({(1r,4r)-4-[3-(6-chloropyridazin-3-yl)-1,2,4-oxadiazol-5-yl]cyclohexyl}methyl)-3,5-difluoro-4-[(4-methoxyphenyl)methoxy]benzamide